N(=C=O)CC1C(CCCC1)CN=C=O 1,2-Bis(isocyanatomethyl)cyclohexan